N1(N=CC=C1)C1=NC=CC(=C1)CNC(=O)N[C@H]1[C@@H](C1)C1=CC=CC=C1 |r| 1-[(2-pyrazol-1-ylpyridin-4-yl)methyl]-3-[rac-(1R,2S)-2-phenylcyclopropyl]urea